F[C@H]1CN(CC[C@H]1O)C1=NC=CC(=N1)NC=1N=CC2=C(C=CC(=C2C1)C(C)C)N1CC(C1)CS(=O)(=O)C (3S,4R)-3-fluoro-1-[4-({8-[3-(methanesulfonyl-methyl)azetidin-1-yl]-5-(propan-2-yl)isoquinolin-3-yl}amino)pyrimidin-2-yl]piperidin-4-ol